C(CC1=CC=C(OC)C=C1)=O HomoAnisaldehyd